isophthaloyl-bis(2-methylaziridine) C(C1=CC(C(=O)N2C(C2)C)=CC=C1)(=O)N1C(C1)C